(S)-tert-butyl 2-ethylpiperazine-1-carboxylate C(C)[C@@H]1N(CCNC1)C(=O)OC(C)(C)C